C(C)(C)N1N=C(C2=NC(=CC(=C21)NCC=2C(=NC=CC2)OC)C=2C(NC=CC2)=O)C 3-[1-isopropyl-7-[(2-methoxy-3-pyridyl)methylamino]-3-methyl-pyrazolo[4,3-b]pyridin-5-yl]-1H-pyridin-2-one